OC(CN1CCC(CC1)C=1C=C2C(=C(NC2=CC1)C=1C=C(C(N(C1)C)=O)C)C(C)C)(C)C 5-(5-(1-(2-hydroxy-2-methylpropyl)piperidin-4-yl)-3-isopropyl-1H-indol-2-yl)-1,3-dimethylpyridin-2(1H)-one